O1CCN(CC1)CCN1C(N(C(C12CCN(CC2)C(C(=O)O)CCCC=O)=O)CC2=NC(=NO2)C2=CC(=C(C=C2)OC2=C(C=CC=C2)C(F)(F)F)C(F)(F)F)=O (1-(2-morpholinoethyl)-2,4-dioxo-3-((3-(3-(trifluoromethyl)-4-(2-(trifluoromethyl)phenoxy)phenyl)-1,2,4-oxadiazol-5-yl)methyl)-1,3,8-triazaspiro[4.5]decan-8-yl)-6-oxohexanoic acid